C(C=C)(=O)N1[C@H](CN(CC1)C1=NC(=NC=2C[C@@]3(CCC12)C=CC1=C(C=CC=C13)F)OC[C@H]1N(CCC1)C)CC#N 2-((S)-1-propenoyl-4-((S)-4-fluoro-2'-(((S)-1-methylpyrrolidin-2-yl)methoxy)-5',8'-dihydro-6'H-spiro[inden-1,7'-quinazolin]-4'-yl)piperazin-2-yl)acetonitrile